ClC=1C2=C(N=C(N1)SC)CCC2 4-chloro-2-(methylthio)-6,7-dihydro-5H-cyclopenta[D]pyrimidine